tert-butyl (S)-5-(((S)-1-cyano-2-(4-(3-methyl-2-oxo-2,3-dihydrobenzo[d]oxazol-5-yl)phenyl)ethyl)carbamoyl)-4-oxa-7-azaspiro[2.5]octane-7-carboxylate C(#N)[C@H](CC1=CC=C(C=C1)C=1C=CC2=C(N(C(O2)=O)C)C1)NC(=O)[C@H]1OC2(CC2)CN(C1)C(=O)OC(C)(C)C